[NH4+].C(C1=CC=CC=C1)OC(C1=CC=CC=C1)=O Benzoic acid benzyl ester ammonium salt